(6-((2-((4-(4-cyclopropylpiperazin-1-yl)-2-methoxy-5-(1-methyl-1H-pyrazol-4-yl)phenyl)amino)-7H-pyrrolo[2,3-d]pyrimidin-4-yl)amino)quinoxalin-5-yl)dimethylphosphine oxide C1(CC1)N1CCN(CC1)C1=CC(=C(C=C1C=1C=NN(C1)C)NC=1N=C(C2=C(N1)NC=C2)NC=2C(=C1N=CC=NC1=CC2)P(C)(C)=O)OC